pyrrolobenzdiazepine N1=NC=CC=C2C1=C1C(C=C2)=NC=C1